Methyl 3-bromo-4-(tert-butyldimethylsilyloxy)-2-methylbenzoate BrC=1C(=C(C(=O)OC)C=CC1O[Si](C)(C)C(C)(C)C)C